C(C)C=1N=C(NC1C1=NNC(=N1)C1=C2C=NN(C2=CC(=C1)C(=O)N)C)C 4-[3-(4-ethyl-2-methyl-1H-imidazol-5-yl)-1H-1,2,4-triazol-5-yl]-1-methyl-1H-indazole-6-carboxamide